NC=1C=2N(C=CN1)C(=NC2C)[C@@H](C)C=2C(=C(C(=O)N[C@@H]1[C@@H](CCCC1)O)C(=C(C2)Cl)F)OC(C)C 3-((S)-1-(8-amino-1-methylimidazo[1,5-a]pyrazin-3-yl)ethyl)-5-chloro-6-fluoro-N-((1S,2R)-2-hydroxycyclohexyl)-2-isopropoxybenzamide